5-(3-(4-(5-chloro-4-((1-methyl-2-oxo-3-(2-oxopropoxy)-1,2-dihydroquinolin-6-yl)amino)pyrimidin-2-yl)piperazin-1-yl)piperidin-1-yl)-2-(2,6-dioxopiperidin-3-yl)isoindoline-1,3-dione ClC=1C(=NC(=NC1)N1CCN(CC1)C1CN(CCC1)C=1C=C2C(N(C(C2=CC1)=O)C1C(NC(CC1)=O)=O)=O)NC=1C=C2C=C(C(N(C2=CC1)C)=O)OCC(C)=O